2-(4-Amino-3-fluorophenyl)-2-methylpropanoic acid ethyl ester C(C)OC(C(C)(C)C1=CC(=C(C=C1)N)F)=O